Phenyl-(2-phenylthiazol-4-yl)-methanone C1(=CC=CC=C1)C(=O)C=1N=C(SC1)C1=CC=CC=C1